N-(4-chloro-3-methylphenyl)-2-(6-methyl-4-(trifluoromethyl)pyridin-2-yl)-5-oxo-N-(prop-2-yn-1-yl)pyrazolidine-3-carboxamide ClC1=C(C=C(C=C1)N(C(=O)C1N(NC(C1)=O)C1=NC(=CC(=C1)C(F)(F)F)C)CC#C)C